2,7-dihydroxyl-9H-fluorene OC1=CC=2CC3=CC(=CC=C3C2C=C1)O